NC=1C=C(OC2=CC=C(C=C2)CC2=CC=C(C=C2)OC2=CC(=CC=C2)N)C=CC1 bis[4-(3-aminophenoxy)phenyl]Methan